C(O)C(C(=O)N)=C (methylol)acrylamide